C(#N)[C@H]1N(CSC1)C(CNC(=O)C1=CC=NC2=CC=C(C=C12)N1C[C@@H](CC1)OC)=O N-(2-((R)-4-Cyanothiazolidin-3-yl)-2-oxoethyl)-6-((R)-3-methoxypyrrolidin-1-yl)-quinoline-4-carboxamide